ClC=1C(N(C(=CC1OCC1=NC=C(C=C1F)F)C)C1=CC=NC=C1C)=O 3-chloro-4-((3,5-difluoropyridin-2-yl)methoxy)-5',6-dimethyl-2H-[1,4'-bipyridin]-2-one